2-(2,6-dimethoxypyridin-3-yl)-N-(4-(1-methyl-4-(trifluoromethyl)-1H-imidazol-2-yl)benzyl)-6,7-dihydro-5H-cyclopenta[d]pyrimidin-4-amine COC1=NC(=CC=C1C=1N=C(C2=C(N1)CCC2)NCC2=CC=C(C=C2)C=2N(C=C(N2)C(F)(F)F)C)OC